tert-butyl 6-((1-methyl-1H-pyrazol-3-yl) methyl)-5-oxo-1,4,5,6-tetrahydropyrido[3,4-C][1,8]naphthyridine-3(2H)-carboxylate CN1N=C(C=C1)CN1C(C2=C(C=3C=CC=NC13)CCN(C2)C(=O)OC(C)(C)C)=O